CC1(C(C2=C(OC=CO2)C(C1)=O)=O)S(=O)(=O)[O-].[Mg+2].CC1(C(C2=C(OC=CO2)C(C1)=O)=O)S(=O)(=O)[O-] magnesium 6-methyl-5,8-dioxo-5,6,7,8-tetrahydrobenzo[b][1,4]dioxin-6-sulfonate